benzyl 6-(1-tert-butoxycarbonyl-3,6-dihydro-2H-pyridin-4-yl)-3,4-dihydro-1H-isoquinoline-2-carboxylate C(C)(C)(C)OC(=O)N1CCC(=CC1)C=1C=C2CCN(CC2=CC1)C(=O)OCC1=CC=CC=C1